CC1(CCC=2C(=NNC2C1)C=1NC2=CC(=C(C=C2C1)F)C(=O)N1CCN(CC1)CC1CCN(CC1)C=1C=CC(=NC1)C1C(NC(CC1)=O)=O)C 3-{5-[4-({4-[2-(6,6-dimethyl-1,4,5,7-tetrahydroindazol-3-yl)-5-fluoro-1H-indole-6-carbonyl]piperazin-1-yl}methyl)piperidin-1-yl]pyridin-2-yl}piperidine-2,6-dione